C(C)(CC)C1=NN2C(C=N1)=CN=C2 (sec-butyl)imidazo[4,3-f][1,2,4]triazine